N-(5-(7'-Fluoro-1,3'-dimethyl-2'-oxo-2',3'-dihydrospiro[azetidine-3,1'-pyrrolo[2,3-c]quinolin]-8'-yl)-2-(2-(isopropylamino)ethoxy)pyridin-3-yl)methanesulfonamide hydrochloride Cl.FC=1C(=CC=2C3=C(C=NC2C1)N(C(C31CN(C1)C)=O)C)C=1C=C(C(=NC1)OCCNC(C)C)NS(=O)(=O)C